(±)-2-hydroxyoctanoic acid O[C@@H](C(=O)O)CCCCCC |r|